C(C)OC(=O)C1CCC(CC1)N(C1CC1)CC1=NN=NN1C1=CC(=C(C=C1)Cl)C#N 4-(((1-(4-chloro-3-cyanophenyl)-1H-tetrazol-5-yl)methyl)(cyclopropyl)amino)cyclohexane-1-carboxylic acid ethyl ester